(5-bromo-3-chloro-2-fluorophenyl)({5-[2-(3-fluoroazetidin-1-yl)ethyl]-2-oxo-4-(trifluoromethyl)pyridin-1-yl})acetic acid BrC=1C=C(C(=C(C1)C(C(=O)O)N1C(C=C(C(=C1)CCN1CC(C1)F)C(F)(F)F)=O)F)Cl